2-(6-((2-((1-(2-methoxyethyl)-1H-pyrazol-4-yl)amino)-5-methylthieno[2,3-d]pyrimidine-4-yl)amino)pyridin-2-yl)propan-2-ol COCCN1N=CC(=C1)NC=1N=C(C2=C(N1)SC=C2C)NC2=CC=CC(=N2)C(C)(C)O